ClC=1C(=C(C=CC1OC1(CCC1)C)NC=1C2=C(N=CN1)C=CC(=N2)O[C@@H]2CNCC2)F (S)-N-(3-chloro-2-fluoro-4-(1-methylcyclobutoxy)phenyl)-6-(pyrrolidin-3-yloxy)pyrido[3,2-d]pyrimidin-4-amine